2-[3-fluoro-4-(methyl-phenyl-amino)-phenoxy]-pyrido[3,4-d]pyrimidin-4-ol FC=1C=C(OC=2N=C(C3=C(N2)C=NC=C3)O)C=CC1N(C1=CC=CC=C1)C